2-bromo-4-((3-(tetrahydro-2H-pyran-4-yl)-1H-pyrazol-4-yl)oxy)pyridine BrC1=NC=CC(=C1)OC=1C(=NNC1)C1CCOCC1